Cl.Cl.C(CC)N propan-1-amine dihydrochloride